4-chloro-2-[3-(3,5-difluorophenyl)ureido]-N-(2-hydroxy-ethyl)benzamide ClC1=CC(=C(C(=O)NCCO)C=C1)NC(=O)NC1=CC(=CC(=C1)F)F